O1CCN(CC1)C=1OC2=CC=CC=C2C(C1)=O 2-morpholino-4H-chromen-4-one